tert-butyl (S)-(6-(2-((tert-butoxycarbonyl)amino)propyl)-2,7-dicyanothieno[3,2-d]pyrimidin-4-yl)(thiophen-2-ylmethyl)carbamate C(C)(C)(C)OC(=O)N[C@H](CC1=C(C=2N=C(N=C(C2S1)N(C(OC(C)(C)C)=O)CC=1SC=CC1)C#N)C#N)C